methyl 2-(3-(2-Aminopyrimidin-4-yl) phenyl)-2-methylpropionate NC1=NC=CC(=N1)C=1C=C(C=CC1)C(C(=O)OC)(C)C